FC=1C=C(NC=2OC[C@@](CN2)(C)CO)C=CC1OC1=C2C(=NC=C1)NC=C2C(C)C |r| (+/-)-[2-(3-fluoro-4-{[3-(propan-2-yl)-1H-pyrrolo[2,3-b]pyridin-4-yl]oxy}anilino)-5-methyl-5,6-dihydro-4H-1,3-oxazin-5-yl]methanol